[Na].OCOC1=C(C(=O)C2=CC=CC=C2)C=CC=C1 hydroxymethoxybenzophenone sodium salt